6-((4-chloro-3-(2-cyanocyclobutyl)phenyl)carbamoyl)-3-methyl-6-azabicyclo[3.1.1]heptane-1-carboxylic acid ClC1=C(C=C(C=C1)NC(=O)N1C2CC(CC1(C2)C(=O)O)C)C2C(CC2)C#N